5-chloro-3-iodo-7-vinyl-1H-pyrazolo[4,3-b]pyridine ClC1=CC(=C2C(=N1)C(=NN2)I)C=C